The molecule is a 2-methyl fatty acid anion that is the conjugate base of 2-methyloctadecanoic acid, obtained by deprotonation of the carboxy group; major species at pH 7.3. It is a 2-methyl fatty acid anion, a fatty acid anion 19:0 and a long-chain fatty acid anion. It is a conjugate base of a 2-methyloctadecanoic acid. CCCCCCCCCCCCCCCCC(C)C(=O)[O-]